1,4-dimethyl 2-ethenylbutanedioate C(=C)C(C(=O)OC)CC(=O)OC